(+)-4-(4-{[4-Hydroxy-2-(trifluoromethyl)phenyl]methoxy}-3-methoxyphenyl)-2H,4H,5H,6H,7H-pyrazolo[3,4-b]pyridin-6-one OC1=CC(=C(C=C1)COC1=C(C=C(C=C1)C1C=2C(NC(C1)=O)=NNC2)OC)C(F)(F)F